FC1=C(C=C(C=C1C)N(NC(=O)OC(C)(C)C)C(=O)OC(C)(C)C)C di-tert-butyl 1-(4-fluoro-3,5-dimethylphenyl)hydrazine-1,2-dicarboxylate